ethyl-1-(2-((tert-butyldimethylsilyl)oxy)ethyl)piperidine C(C)C1N(CCCC1)CCO[Si](C)(C)C(C)(C)C